C=1N=CN2C1C=C(C=C2)C(=O)N2CCCC2 imidazo[1,5-a]pyridin-7-yl(pyrrolidin-1-yl)methanone